4-chloro-N-(2-furylmethyl)aniline ClC1=CC=C(NCC=2OC=CC2)C=C1